2-[6-amino-5-(difluoromethoxy)pyridin-3-yl]-N-[(1R)-1-(2-chloro-4-cyanophenyl)ethyl]-6,7-dihydrospiro[pyrazolo[5,1-c][1,4]oxazine-4,3'-pyrrolidine]-1'-carboxamide NC1=C(C=C(C=N1)C1=NN2C(=C1)C1(CN(CC1)C(=O)N[C@H](C)C1=C(C=C(C=C1)C#N)Cl)OCC2)OC(F)F